ethyl-3-(N-(2-(piperidin-1-yl)-5-(pyridazin-3-yl)phenyl)sulfamoyl)benzoic acid C(C)C1=C(C(=O)O)C=CC=C1S(NC1=C(C=CC(=C1)C=1N=NC=CC1)N1CCCCC1)(=O)=O